BrC=1C=NC(=NC1)O 5-bromopyrimidin-2-ol